C(#N)C1=CN(C2=CC=C(C=C12)N1N=CC(=N1)C(=O)O)C1CCC1 2-(3-cyano-1-cyclobutyl-1H-indol-5-yl)-2H-1,2,3-triazole-4-carboxylic acid